O1C=C(C=C1)CC(=O)O 2-(furan-3-yl)acetic acid